CC(C(=O)OCCN1CN(CN(C1)CCOC(C(=C)C)=O)CCOC(C(=C)C)=O)=C 1,3,5-tris(2-methylacryloxyethyl)-s-triazine